tert-Butyl (1s,4s)-4-(3-(2-(2-((2S,3S)-1-methyl-5-oxo-2-(pyridin-3-yl)pyrrolidine-3-carboxamido)ethoxy)ethoxy)propanamido)cyclohexane-1-carboxylate CN1[C@@H]([C@H](CC1=O)C(=O)NCCOCCOCCC(=O)NC1CCC(CC1)C(=O)OC(C)(C)C)C=1C=NC=CC1